(t-butyl)styrene C(C)(C)(C)C=CC1=CC=CC=C1